8,11,14-eicostrienoic acid C(CCCCCCC=CCC=CCC=CCCCCC)(=O)O